5-benzylsulfanyl-7-bromo-pyrazolo[1,5-a]pyridine C(C1=CC=CC=C1)SC1=CC=2N(C(=C1)Br)N=CC2